1-isothiocyanato-2-cyclopropoxybenzene N(=C=S)C1=C(C=CC=C1)OC1CC1